COC=1C=C(C=CC1OC)C=1OC=2C(C1C1=CC(=C(C=C1)OC)OC)=C(C=C(C2)C)C(=O)O 2,3-bis(3,4-dimethoxyphenyl)-6-methylbenzofuran-4-carboxylic acid